9-fluoro-2-(2-morpholinobenzyl)pyrazolo[1,5-c]quinazolin-5-amine FC1=CC=2C=3N(C(=NC2C=C1)N)N=C(C3)CC3=C(C=CC=C3)N3CCOCC3